ClC1=C(C=CC=C1Cl)SC=1N=CC(=NC1C(F)(F)F)N1CCC2(CCC[C@H]2N[S@](=O)C(C)(C)C)CC1 (R)-N-((R)-8-(5-((2,3-dichlorophenyl)thio)-6-(trifluoromethyl)pyrazin-2-yl)-8-azaspiro[4.5]dec-1-yl)-2-methylpropan-2-sulfinamide